2-benzyl-2-azaspiro[3.3]heptan-6-yl (2R,6R)-4-(6-fluoroquinoxalin-2-yl)-2,6-dimethylpiperazine-1-carboxylate FC=1C=C2N=CC(=NC2=CC1)N1C[C@H](N([C@@H](C1)C)C(=O)OC1CC2(CN(C2)CC2=CC=CC=C2)C1)C